2-(6-(2-(3-methylbenzylidene)hydrazinyl)-2-morpholino-9H-purin-9-yl)-1-(4-(trifluoromethyl)pyridin-2-yl)ethan-1-one CC=1C=C(C=NNC2=C3N=CN(C3=NC(=N2)N2CCOCC2)CC(=O)C2=NC=CC(=C2)C(F)(F)F)C=CC1